(E)-2-((3R,5R)-3-(4-amino-3-(2-fluoro-4-phenoxyphenyl)-1H-pyrazolo[3,4-d]pyrimidin-1-yl)-5-methoxypiperidin-1-carbonyl)-4-methyl-4-(4-(oxetan-3-yl)piperazin-1-yl)pent-2-enenitrile NC1=C2C(=NC=N1)N(N=C2C2=C(C=C(C=C2)OC2=CC=CC=C2)F)[C@H]2CN(C[C@@H](C2)OC)C(=O)\C(\C#N)=C\C(C)(N2CCN(CC2)C2COC2)C